(S)-6-(4-chlorophenyl)-3-(1-hydroxypropan-2-yl)-8-(piperidin-1-yl)pyrido[3,4-d]pyrimidin-4(3H)-one ClC1=CC=C(C=C1)C1=CC2=C(N=CN(C2=O)[C@H](CO)C)C(=N1)N1CCCCC1